CN(C)CC(=O)NC=1C=NN(C1)C (dimethylamino)-N-(1-methyl-1H-pyrazol-4-yl)acetamide